C(C1=CC=CC=C1)C=1C=C(C=CC1)[C@@H]1C2(C3=CC=CC=C3C1)CCC(CC2)(C(=O)O)NC2=CC(=CC=C2)Cl (1r,2'R,4R)-2'-(3-benzylphenyl)-4-(3-chloroanilino)-2',3'-dihydrospiro[cyclohexane-1,1'-indene]-4-carboxylic acid